C(#N)C1=CC=C(C(=N1)OC)COC1=NC(=NC=C1)C12CCN(CC2C1)CC1=NC2=C(N1C[C@H]1OCC1)C=C(C=C2OC)C(=O)O 2-((6-(4-((6-cyano-2-methoxypyridin-3-yl)methoxy)pyrimidin-2-yl)-3-azabicyclo[4.1.0]heptan-3-yl)methyl)-4-methoxy-1-(((S)-oxetan-2-yl)methyl)-1H-benzo[d]imidazole-6-carboxylic acid